COC1=NC(=NC(=C1)OC)N1CC2C(C1)CN(C2)C(=O)C=2C(=CN1C=CC=CC21)C2=NC=CC=C2F (5-(4,6-dimethoxypyrimidin-2-yl)hexahydropyrrolo[3,4-c]pyrrol-2(1H)-yl)(2-(3-fluoropyridin-2-yl)indolizin-1-yl)methanone